C(#N)CC1CC(C1)(C1=NN=CN1C)C=1C=C(C=CC1)NC(=O)C=1C=2N(C=C(C1)C=C)C=CN2 N-(3-(3-(cyanomethyl)-1-(4-methyl-4H-1,2,4-triazol-3-yl)cyclobutyl)phenyl)-6-vinylimidazo[1,2-a]pyridine-8-carboxamide